OC(C(=O)O)C 2-hydroxy-2-methylacetic acid